1-[7,8-dichloro-10-(1-methyl-1H-pyrazol-3-yl)-3,4-dihydropyrazino[1,2-b]indazol-2(1H)-yl]-2-hydroxyethan-1-one ClC1=C(C=C(C2=C3N(N=C12)CCN(C3)C(CO)=O)C3=NN(C=C3)C)Cl